CC(C[Na])C 2-methyl-propyl-sodium